(S)-4-fluoro-N-(2-hydroxy-1-(3-(4-(trifluoromethyl)phenyl)-1,2,4-oxadiazol-5-yl)ethyl)benzamide FC1=CC=C(C(=O)N[C@@H](CO)C2=NC(=NO2)C2=CC=C(C=C2)C(F)(F)F)C=C1